C(=O)C1=C(C=C(C(=O)NO)C=C1)F 4-formyl-3-fluoro-N-hydroxybenzamide